C(C)(C)(C)OC(=O)N1CCC(CC1)(C)\C=C\C=1C(=NOC1C1CC1)C1=C(C=CC=C1Cl)Cl (E)-4-(2-(5-cyclopropyl-3-(2,6-dichlorophenyl)isoxazol-4-yl)vinyl)-4-methylpiperidine-1-carboxylic acid tert-butyl ester